CC1=C(C=C(C=C1C(F)(F)F)C(F)(F)F)NS(=O)(=O)C1=C(C=CC=C1CC)CC N-(2-methyl-3,5-bis(trifluoromethyl)phenyl)-2,6-diethylbenzenesulfonamide